C(CCCCC)(N1C(N(C(CC1=O)=O)C)=O)N1C(N(C(CC1=O)=O)C)=O 3,3'-(Hexan-1,1-diyl)bis(1-methylpyrimidin-2,4,6(1H,3H,5H)-trion)